1-[10-(4-amino-2-methylquinolin-1-ium-1-yl)decyl]-2-methylquinolin-1-ium-4-amine NC1=CC(=[N+](C2=CC=CC=C12)CCCCCCCCCC[N+]1=C(C=C(C2=CC=CC=C12)N)C)C